1-methyl-2,3,4,5-tetrahydro-1H-3-benzoazepin-2-one CC1C(NCCC2=C1C=CC=C2)=O